(2R,3R,4S,5R,6R)-6-(((S)-5-cyclohexyl-4,5-dihydroisoxazol-3-yl)methyl)-2-(hydroxymethyl)-5-methoxy-4-(4-(3,4,5-trifluorophenyl)-1H-1,2,3-triazol-1-yl)tetrahydro-2H-pyran-3-ol C1(CCCCC1)[C@@H]1CC(=NO1)C[C@@H]1[C@@H]([C@H]([C@H]([C@H](O1)CO)O)N1N=NC(=C1)C1=CC(=C(C(=C1)F)F)F)OC